1-(2-chlorophenyl)but-3-en-1-ol ClC1=C(C=CC=C1)C(CC=C)O